N-[2,3-bis(oleoyloxy)propyl]-N,N,N-trimethylammonium chloride [Cl-].C(CCCCCCC\C=C/CCCCCCCC)(=O)OC(C[N+](C)(C)C)COC(CCCCCCC\C=C/CCCCCCCC)=O